(2-(2-(1-cyclopropyl-1-hydroxyethyl)pyrimidin-4-yl)-3-fluoro-5-methylpyridin-4-yl)((1S,2R,5R)-8-((3,5-difluoropyridin-2-yl)methyl)-2-methyl-3,8-diazabicyclo[3.2.1]oct-3-yl)methanone C1(CC1)C(C)(O)C1=NC=CC(=N1)C1=NC=C(C(=C1F)C(=O)N1[C@@H]([C@@H]2CC[C@H](C1)N2CC2=NC=C(C=C2F)F)C)C